8-fluoro-3-(2-{2-methoxy-4-[(1s,4s)-4-hydroxy-4-methylcyclohexyl]phenylamino}-4-pyrimidinylamino)-1,2-dihydro-2-quinolinone FC=1C=CC=C2C=C(C(NC12)=O)NC1=NC(=NC=C1)NC1=C(C=C(C=C1)C1CCC(CC1)(C)O)OC